5-{2-[5-Bromo-4-fluoro-2-(5-methoxychinolin-8-sulfonamido)phenyl]ethynyl}-4-methoxypyridin BrC=1C(=CC(=C(C1)C#CC=1C(=CC=NC1)OC)NS(=O)(=O)C=1C=CC(=C2C=CC=NC12)OC)F